CC1=CC=C(CC(C(=O)O)CC(=O)N)C=C1 (4-methyl-benzyl)-succinamic acid